tert-butyl-[[(1R)-1-[5-fluoro-2-isopropoxycarbonyl-1-(2-trimethylsilylethoxymethyl)pyrrolo[2,3-b]pyridin-6-yl]ethyl]amino]-oxido-sulfonium C(C)(C)(C)[S+]([O-])N[C@H](C)C1=C(C=C2C(=N1)N(C(=C2)C(=O)OC(C)C)COCC[Si](C)(C)C)F